C(C(=O)O)(=O)O.C1N(C[C@@H]2[C@@H]1CNC2)C(=O)OC(C)(C)C.C(C)(C)(C)OC(=O)N2C[C@H]1CNC[C@@H]1C2 |o1:9,10,30,34| tert-butyl (trans)-rel-octahydropyrrolo[3,4-c]pyrrole-2-carboxylate hemioxalate